[La+3].[F-].[F-].[F-] fluoride lanthanum